4-benzyloxy-5-methyl-2-(2-phenylethyl)pyrazole-3-carbohydrazide C(C1=CC=CC=C1)OC1=C(N(N=C1C)CCC1=CC=CC=C1)C(=O)NN